5-bromo-7-fluoro-1-methyl-2,3-dihydro-1H-indole-2,3-dione BrC=1C=C2C(C(N(C2=C(C1)F)C)=O)=O